OC(CC(=O)SCCNC(CCNC([C@@H](C(COP(OP(OC[C@@H]1[C@H]([C@H]([C@@H](O1)N1C=NC=2C(N)=NC=NC12)O)OP(=O)(O)O)(=O)O)(=O)O)(C)C)O)=O)=O)(CC(=O)O)C β-hydroxy-β-methylglutaryl-coenzyme A